6-chloro-3-(((R)-1-(2-((S)-4,4-difluoro-2-methylpiperidin-1-yl)-3,6-dimethyl-4-oxo-3,4-dihydroquinazolin-8-yl)ethyl)amino)-N-(methylsulfonyl)picolinamide ClC1=CC=C(C(=N1)C(=O)NS(=O)(=O)C)N[C@H](C)C=1C=C(C=C2C(N(C(=NC12)N1[C@H](CC(CC1)(F)F)C)C)=O)C